C=1C=CCC2(N=C3C=CC=CC3=CC12)C(=O)[O-] acridine-4a-carboxylate